ClC1=CC=C(C=C1)C(C)(C)NC(CC1N(CCC1)C)=O N-(2-(4-chlorophenyl)propan-2-yl)-2-(1-methylpyrrolidin-2-yl)acetamide